OC=1C=C(C2=C(OC(OC2=O)(CC(C)=O)C2=CC=C(C(=O)OC)C=C2)C1C1C=C(CCC1C(=C)C)C)CCCCC methyl 4-(7-hydroxy-8-(3-methyl-6-(prop-1-en-2-yl)cyclohex-2-en-1-yl)-4-oxo-2-(2-oxopropyl)-5-pentyl-4H-benzo[d][1,3]dioxin-2-yl)benzoate